[(1R,5S,6R)-3-{2-[(2S)-2-methylazetidin-1-yl]-6-(trifluoromethyl)pyrimidin-4-yl}-3-azabicyclo[3.1.0]hex-6-yl]acetic acid C[C@@H]1N(CC1)C1=NC(=CC(=N1)N1C[C@@H]2C([C@@H]2C1)CC(=O)O)C(F)(F)F